C(C)(C)(C)C=1C(=C(C=C(C1)C(C)(C)C)C(C(=O)O)C)O (3,5-di-tert-butyl-2-hydroxyphenyl)propionic acid